C(N)(=O)C[C@@H](CCO)CC(C)C (R)-(-)-3-(carbamoylmethyl)-5-methylhexanol